(methoxycarbonyl) iminomethyl carbonate C(OC(=O)OC)(OC=N)=O